N1=CC=NC2=CC(=CC=C12)C=1C=CN2N=C(N=CC21)NC2CC1(COC1)C2 5-(Quinoxalin-6-yl)-N-(2-oxaspiro[3.3]heptan-6-yl)pyrrolo[2,1-f][1,2,4]triazin-2-amine